1-((2R,5S)-4-((R)-6-chloro-7-(3-cyclopropyl-5-methyl-1H-indazol-4-yl)-2-(3-(dimethylamino)azetidin-1-yl)-8-fluoroquinazolin-4-yl)-2,5-dimethylpiperazin-1-yl)prop-2-en-1-one ClC=1C=C2C(=NC(=NC2=C(C1C1=C2C(=NNC2=CC=C1C)C1CC1)F)N1CC(C1)N(C)C)N1C[C@H](N(C[C@@H]1C)C(C=C)=O)C